10-[3-(6-amino-5-[2-[(2S)-pyrrolidin-2-yl]ethenyl]pyrimidin-4-yl)-2-methylphenyl]-4,4-dimethyl-1,10-diazatricyclo[6.4.0.0^[2,6]]dodeca-2(6),7-dien-9-one hydrochloride Cl.NC1=C(C(=NC=N1)C=1C(=C(C=CC1)N1C(C2=CC=3CC(CC3N2CC1)(C)C)=O)C)C=C[C@H]1NCCC1